diisopropoxyaluminum (ethyl acetoacetate) aluminum tris(ethyl-acetoacetate) C(C)CC(CC(=O)[O-])=O.C(C)CC(CC(=O)[O-])=O.C(C)CC(CC(=O)[O-])=O.[Al+3].C(C)CC(CC(=O)[O-])=O.C(C)(C)O[Al+]OC(C)C